COC(=O)C1CCC(CC1)COC1=CC(=NC=C1)C#N.FC1=C(C2=C(C(=C(C(=C2C(=C1F)F)F)F)F)F)[B-](C1=C(C(=C(C2=C(C(=C(C(=C12)F)F)F)F)F)F)F)(C1=C(C(=C(C2=C(C(=C(C(=C12)F)F)F)F)F)F)F)C1=C(C(=C(C2=C(C(=C(C(=C12)F)F)F)F)F)F)F.C(CC)[NH+](CCC)CCC Tripropylammonium tetrakis(perfluoronaphthyl)borate methyl-4-[(2-cyano-4-pyridyl)oxymethyl]cyclohexanecarboxylate